2-chloro-4-((6-chloropyrido[3,2-d]pyrimidin-4-yl)amino)-3-fluorophenol ClC1=C(C=CC(=C1F)NC=1C2=C(N=CN1)C=CC(=N2)Cl)O